N[C@@H]1CN(CC1)C(=O)C=1SC(=CC1C)C1=CC=C(C=C1)COC1CCOCC1 (S)-(3-aminopyrrolidin-1-yl)(3-methyl-5-(4-(((tetrahydro-2H-pyran-4-yl)oxy)methyl)phenyl)thiophen-2-yl)methanone